C(C)(C)(C)OC(=O)N[C@H]1[C@H](CC1)C(=O)OC |r| Methyl (1S,2R)- and (1R,2S)-2-((tert-butoxycarbonyl)amino)cyclobutane-1-carboxylate